pregnane-3α,20α-diol C[C@@H]([C@H]1CC[C@@H]2[C@@]1(CC[C@H]3[C@H]2CC[C@H]4[C@@]3(CC[C@H](C4)O)C)C)O